C(C)OC=1C=NC(=NC1)N1CCC(CC1)CCCOC1=CC(=C(C(=C1)F)CC(=O)N1C[C@H](CC1)C(=O)NC[C@@H]([C@H]([C@@H]([C@@H](CO)O)O)O)O)F (3S)-1-[2-[4-[3-[1-(5-ethoxypyrimidin-2-yl)-4-piperidyl]propoxy]-2,6-difluoro-phenyl]acetyl]-N-[(2S,3R,4R,5R)-2,3,4,5,6-pentahydroxyhexyl]pyrrolidine-3-carboxamide